C(C)(C)C1(C(C(=O)[O-])C=CC=C1C(C)C)C(=O)[O-] 2,3-diisopropyl-phthalate